2-Amino-7-fluoro-4-(5-fluoro-3-((S)-3-((2-hydroxy-2-methylpropyl)(methyl)amino)pyrrolidin-1-yl)-7,9-dihydrofuro[3,4-f]quinazolin-6-yl)thieno[3,2-c]pyridine-3-carbonitrile NC1=C(C=2C(=NC=C(C2S1)F)C=1C2=C(C=3C=NC(=NC3C1F)N1C[C@H](CC1)N(C)CC(C)(C)O)COC2)C#N